7-bromo-4-isopropyl-1-methyl-2-(3-(4-methylpiperazin-1-yl)propyl)-1H-imidazo[4,5-d]thieno[3,2-b]pyridine BrC1=CC2=NC(=C3C(=C2S1)N(C(=N3)CCCN3CCN(CC3)C)C)C(C)C